diethylaminotricyclohexyloxysilane C(C)N(CC)[Si](OC1CCCCC1)(OC1CCCCC1)OC1CCCCC1